FC=1C=C(C=C(C1C=1N=NN(C1)CC=1NC(C2=C(N1)CCOC2)=O)F)NC(CC2=C(C(=CC=C2)C(F)(F)F)F)=O N-(3,5-difluoro-4-(1-((4-oxo-3,5,7,8-tetrahydro-4H-pyrano[4,3-d]pyrimidin-2-yl)methyl)-1H-1,2,3-triazol-4-yl)phenyl)-2-(2-fluoro-3-(trifluoromethyl)phenyl)acetamide